FC=1C=C(C=CC1OC)C1=C2C(=C(N=N1)N[C@H]1CN(CCC1)C)C=NC=C2 (R)-1-(3-fluoro-4-methoxyphenyl)-N-(1-methylpiperidin-3-yl)pyrido[3,4-d]pyridazin-4-amine